10-(4,6-dichloro-1,3,5-triazin-2-yl)-10H-phenoxazine ClC1=NC(=NC(=N1)Cl)N1C2=CC=CC=C2OC=2C=CC=CC12